(S)-5-(3-(5-chloro-6-(trifluoromethyl)isoindolin-2-yl)-3-oxopropyl)-5-cyclopropylimidazolidine-2,4-dione ClC=1C=C2CN(CC2=CC1C(F)(F)F)C(CC[C@@]1(C(NC(N1)=O)=O)C1CC1)=O